6-bromo-3,3-dimethyl-2,3-dihydrobenzofuran BrC1=CC2=C(C(CO2)(C)C)C=C1